N,N'-(2,2'-dimethyl-[1,1'-biphenyl]-3,3'-diyl)bis(5-(((R)-3-hydroxypyrrolidin-1-yl)methyl)picolinamide) CC1=C(C=CC=C1NC(C1=NC=C(C=C1)CN1C[C@@H](CC1)O)=O)C1=C(C(=CC=C1)NC(C1=NC=C(C=C1)CN1C[C@@H](CC1)O)=O)C